2,2-difluoro-N-[(2R,3S)-2-(3-fluorophenyl)-1-[1-(1-methyl-6-oxo-3-pyridyl)indazol-5-yl]-5-oxo-pyrrolidin-3-yl]propanamide FC(C(=O)N[C@@H]1[C@H](N(C(C1)=O)C=1C=C2C=NN(C2=CC1)C1=CN(C(C=C1)=O)C)C1=CC(=CC=C1)F)(C)F